4-(1-(4-cyano-3-(trifluoromethyl)phenylamino)-2-methyl-1-oxo-propan-2-ylamino)-2-fluoro-N-methylbenzamide C(#N)C1=C(C=C(C=C1)NC(C(C)(C)NC1=CC(=C(C(=O)NC)C=C1)F)=O)C(F)(F)F